C(C)OC=1C(=CNC(C1)=O)C1=CC(=C(C=C1)CC(=O)NC=1C=C(C(=O)NCCN2CCN(CC2)C)C=C(C1)C(F)(F)F)F 3-(2-(4-(4-ethoxy-6-oxo-1H-pyridin-3-yl)-2-fluorophenyl)acetamido)-N-(2-(4-methylpiperazin-1-yl)ethyl)-5-(trifluoromethyl)benzamide